lysyl-behenyl alcohol pyrophosphate OP(O)(=O)OP(=O)(O)O.N[C@@H](CCCCN)C(=O)CCCCCCCCCCCCCCCCCCCCCCO